4-amino-2-(2-chloro-4-methylacrylamidophenyl)-3-(3-fluoro-4-((4-methylpyrimidin-2-yl)oxy)phenyl)thieno[3,2-c]pyridine-7-carboxamide NC1=NC=C(C2=C1C(=C(S2)C2=C(C=C(C=C2)NC(C=CC)=O)Cl)C2=CC(=C(C=C2)OC2=NC=CC(=N2)C)F)C(=O)N